ClC=1C=C2C(CN(CC2=C(C1)Cl)C)C1=CC=C(C=C1)NC(NCP(OCC)(OCC)=O)=O diethyl (3-(4-(6,8-dichloro-2-methyl-1,2,3,4-tetrahydroisoquinolin-4-yl)phenyl)ureido)methylphosphonate